C(C)(C)(C)N1S(C(=CC1=O)Cl)(=O)=O 2-(tert-butyl)-5-chloroisothiazol-3(2H)-one 1,1-dioxide